6-((4-Chlorophenyl)ethynyl)-9-β-D-ribofuranosyl-7-deazapurine ClC1=CC=C(C=C1)C#CC1=C2C=CN(C2=NC=N1)[C@H]1[C@H](O)[C@H](O)[C@H](O1)CO